C(CCS(=O)(=O)[O-])S(=O)(=O)[O-].[Na+].[Na+] sodium 1,3-propanedisulfonate